4-(4-chloro-6-methylpyrimidin-2-yl)-1-methoxycyclohexanecarboxylic acid methyl ester COC(=O)C1(CCC(CC1)C1=NC(=CC(=N1)Cl)C)OC